ClC1=C(NC2=NC=CC=C2C2=CC(=NC=N2)NC2=C(C=C(C=C2)OC2COCC2)NCC=C)C(=C(C=C1OC)OC)Cl N-[2-[[6-[2-(2,6-dichloro-3,5-dimethoxy-anilino)-3-pyridinyl]pyrimidin-4-yl]amino]-5-tetrahydrofuran-3-yloxy-phenyl]prop-2-enamine